ClC=1C(=NC=CC1)N1N=C(C=C1C(=O)NC1=C(C2=C(N=NN2)C=C1C)C(=O)N)C(F)(F)F 5-[[2-(3-chloro-2-pyridyl)-5-(trifluoromethyl)pyrazole-3-carbonyl]amino]-6-methyl-3H-benzotriazole-4-carboxamide